C1(CC1)OC(C)C1=NC=CC(=C1)C=O 2-[1-(cyclopropoxy)ethyl]pyridine-4-carbaldehyde